CN1C(C2=C(C1)C(=CN2)C2=NC(=NC=C2C(F)(F)F)NC2CNCCC2)=O 5-methyl-3-{2-[(piperidin-3-yl)amino]-5-(trifluoromethyl)pyrimidin-4-yl}-1H,4H,5H,6H-pyrrolo[2,3-c]pyrrol-6-one